1-(3-bromo-5-chlorobenzyl)-1,8-diazaspiro[4.5]decane-8-carboxylic acid tert-butyl ester C(C)(C)(C)OC(=O)N1CCC2(CCCN2CC2=CC(=CC(=C2)Cl)Br)CC1